(4-amino-5-ethoxypyridin-2-yl)acetamide hydrochloride Cl.NC1=CC(=NC=C1OCC)CC(=O)N